CC(=C)C1=CC=C(C=C1)OC alpha-methyl-para-methoxystyrene